5-(methylamino)-6-(3-methylimidazo[4,5-c]pyridin-7-yl)-3-[(2-methyl-4-pyridinyl)amino]pyrazine-2-carboxamide formate salt C(=O)O.CNC=1N=C(C(=NC1C=1C2=C(C=NC1)N(C=N2)C)C(=O)N)NC2=CC(=NC=C2)C